C(C)(C)(C)OC(=O)N1C2CN(CC1CC2)C2=NC(=CC1=C2CNC1=O)N(C)C(C)C 3-(6-(Isopropyl-(methyl)amino)-1-oxo-2,3-dihydro-1H-pyrrolo[3,4-c]pyridin-4-yl)-3,8-diazabicyclo[3.2.1]octane-8-carboxylic acid tert-butyl ester